FC1=CC=C(CC=2C(=NC=CC2C2CN(CC2)C)NCC2=CC=C(C=C2)OCC(C)C)C=C1 3-(4-fluorobenzyl)-N-(4-isobutoxybenzyl)-4-(1-methylpyrrolidin-3-yl)pyridin-2-amine